FC(C1=C(C(=C(N=N1)N1C[C@H](N(CC1)C1=NC=C(N=C1)C(C)(C)O)C)C)C)(C1=CC=CC=C1)F 2-{(R)-4-[6-(difluoro-phenyl-methyl)-4,5-dimethyl-pyridazin-3-yl]-2-methyl-3,4,5,6-tetrahydro-2H-[1,2']bipyrazinyl-5'-yl}-propan-2-ol